4-(5-chloro-2-(2,2-difluoroacetyl-(phenyl)-3-methoxy-6-oxopyridazin-1(6H)-yl)-3-phenylpropionamido)benzoic acid ClC=1C=CC=C(C1)CC(C(=O)NC1=CC=C(C(=O)O)C=C1)N1N=C(C(=C(C1=O)C(C(F)F)=O)C1=CC=CC=C1)OC